1-Cyclopentyl-3-(7-((2-(pyridin-3-yl)ethyl)amino)quinazolin-2-yl)urea C1(CCCC1)NC(=O)NC1=NC2=CC(=CC=C2C=N1)NCCC=1C=NC=CC1